FC(C(=O)O)(F)F.ClC1=CC2=C(C=N1)N=C(S2)C2=NN=C1N2CCN[C@@H]1C (R)-6-Chloro-2-(8-methyl-5,6,7,8-tetrahydro-[1,2,4]triazolo[4,3-a]pyrazine-3-yl)thiazolo[4,5-c]pyridine trifluoroacetate